ClC=1C=CC(=NC1)NC(=O)N1C(CC(C1)OC)C(=O)N N1-(5-chloropyridin-2-yl)-4-methoxypyrrolidine-1,2-dicarboxamide